C1=C(C=CC2=CC=CC=C12)C=1C2=CC=CC=C2C(=C2C=CC(=CC12)C1=CC=C(C=C1)C1=NC2=C(N1C1=CC=CC=C1)C=CC=C2)C2=CC1=CC=CC=C1C=C2 2-[4-(9,10-Di-naphthalen-2-yl-anthracen-2-yl)-phenyl]-1-phenyl-1H-benzimidazole